C(C)(C)(C)OC(=O)N1C2(CN(CC1CC2)C(C2=CC=CC=C2)(C2=CC=CC=C2)C2=CC=CC=C2)C=O 1-Formyl-3-trityl-3,8-diazabicyclo[3.2.1]octane-8-carboxylic acid tert-butyl ester